tert-Butyl 7-[{2-(4-isopropylphenyl)imidazo[1,2-a]pyrimidin-3-yl}methyl]-3-oxa-7,9-diazabicyclo[3.3.1]nonane-9-carboxylate C(C)(C)C1=CC=C(C=C1)C=1N=C2N(C=CC=N2)C1CN1CC2COCC(C1)N2C(=O)OC(C)(C)C